ClC1=CC(=CC(=C1)C=C[N+](=O)[O-])F 1-chloro-3-fluoro-5-(2-nitrovinyl)benzene